[4,6-di(2,4-xylyl)-1,3,5-triazin-2-yl]-1,3-benzenediol C1(=C(C=C(C=C1)C)C)C1=NC(=NC(=N1)C1=C(C=C(C=C1)C)C)C1=C(C=CC=C1O)O